Tris[(trimethylsilyl)methyl]scandium C[Si](C)(C)C[Sc](C[Si](C)(C)C)C[Si](C)(C)C